2-[(6-chloro-2-methyl-1,2,3,4-tetrahydroisoquinolin-7-yl)amino]-4-{[3-(methylcarbamoyl)phenyl]amino}pyrimidine-5-carboxamide ClC=1C=C2CCN(CC2=CC1NC1=NC=C(C(=N1)NC1=CC(=CC=C1)C(NC)=O)C(=O)N)C